C(N)(OC1(C(N(C1)C=1SC(=C(N1)C)CC1=CC=C(C=C1)N1N=CN(C1=O)CC1=C(C=CC=C1F)F)C(C)(C)C)C)=O (tert-butyl 1-(5-(4-(4-(2,6-difluorobenzyl)-5-oxo-4,5-dihydro-1H-1,2,4-triazol-1-yl) benzyl)-4-methylthiazol-2-yl)-3-methylazetidin-3-yl) carbamate